(2-chlorophenyl)-N-{2-[1-methyl-3-(trifluoromethyl)pyrazol-5-yl](1,3-thiazol-5-yl)}carboxamide ClC1=C(C=CC=C1)C(=O)NC1=CN=C(S1)C1=CC(=NN1C)C(F)(F)F